3,7-dicyano-phenoxazine C(#N)C=1C=CC=2NC3=CC=C(C=C3OC2C1)C#N